[Pd].[Pd].COC(C(C)=O)(CC1=CC=CC=C1)OC.COC(C(C)=O)(CC1=CC=CC=C1)OC.COC(C(C)=O)(CC1=CC=CC=C1)OC tris(dimethoxyBenzylacetone) dipalladium